FC=1C=C(C=CC1)N1N=CC=2C1=NC(=NC2NC(=O)C=2SC(=CC2)[N+](=O)[O-])C=2C=NC(=CC2)F N-(1-(3-fluorophenyl)-6-(6-fluoropyridin-3-yl)-1H-pyrazolo[3,4-d]pyrimidin-4-yl)-5-nitrothiophene-2-carboxamide